Benzyl (S)-3-(2-(tert-butoxy)-2-oxoethoxy)piperidine-1-carboxylate C(C)(C)(C)OC(CO[C@@H]1CN(CCC1)C(=O)OCC1=CC=CC=C1)=O